tert-butyl (R)-4-(((R)-2-((tert-butoxycarbonyl) (methyl) amino)-3-(4-chlorophenyl) propyl)-(methyl) amino)-3-(dimethylamino)-4-oxobutanoate C(C)(C)(C)OC(=O)N([C@@H](CN(C([C@@H](CC(=O)OC(C)(C)C)N(C)C)=O)C)CC1=CC=C(C=C1)Cl)C